(S)-2-(6,8-dimethyl-4-oxopyrrolo[1,2-d][1,2,4]triazin-3(4H)yl)-N-(1-(4-methoxyphenyl)ethyl)acetamide CC1=CC(=C2N1C(N(N=C2)CC(=O)N[C@@H](C)C2=CC=C(C=C2)OC)=O)C